N,N-diethyl-3-methoxy-4-phenoxybenzamide C(C)N(C(C1=CC(=C(C=C1)OC1=CC=CC=C1)OC)=O)CC